4-amino-3-(propylcarbamoyl)-8-(2-(trifluoromethyl)pyridin-3-yl)isoquinoline-2-oxide NC1=C([N+](=CC2=C(C=CC=C12)C=1C(=NC=CC1)C(F)(F)F)[O-])C(NCCC)=O